FC=1C(=C(C(=O)N)C(=CC1F)F)NC1=C(C=C(C=C1)I)F 3,4,6-Trifluoro-2-((2-fluoro-4-iodophenyl)amino)benzamide